CN(NC)CC=1N(C2=CC=CC=C2C1)CCC(NCCNC(NCCOCCOCCC(N(C(C(=O)[O-])C)C)=O)=S)=O 21-(2-((1,2-dimethylhydrazinyl)methyl)-1H-indol-1-yl)-2,3-dimethyl-4,19-dioxo-14-thioxo-7,10-dioxa-3,13,15,18-tetraazahenicosan-1-oate